4-chloro-1,7-naphthyridine ClC1=CC=NC2=CN=CC=C12